[Si](C)(C)(C(C)(C)C)OCC1=CC=C(C=C1)CO [4-[[tert-butyl(dimethyl)silyl]oxymethyl]phenyl]methanol